(E)-N-((1,2,3,5,6,7-Hexahydro-s-indacen-4-yl)carbamoyl)-2-(piperidin-4-yl)ethensulfonamid C1CCC2=C(C=3CCCC3C=C12)NC(=O)NS(=O)(=O)\C=C\C1CCNCC1